(4-fluoro-2-methoxy-3-(3-(1-methyl-1H-pyrazol-4-yl)-1H-pyrazolo[3,4-c]pyridin-5-yl)phenyl)-N-methylmethanamine FC1=C(C(=C(C=C1)CNC)OC)C=1C=C2C(=CN1)NN=C2C=2C=NN(C2)C